CC(=O)N[C@@H]1[C@H](CC(O[C@H]1[C@@H]([C@@H](CO)O)O)(C(=O)O)O[C@H]2[C@H]([C@H](OC([C@@H]2O)O)CO)O)O The molecule is a amino disaccharide consisting of N-acetylneuaminic acid and D-galactopyranose joined by a (2->3) glycosidic bond. It is a member of neuraminic acids, a partially-defined glycan, an amino disaccharide, a member of acetamides and a monocarboxylic acid.